FC1=CC=C(C=C1)C=1N=C(SC1)NC(=O)C=1OC=CC1NC(C(F)(F)F)=O N-(4-(4-Fluorophenyl)thiazol-2-yl)-3-(2,2,2-trifluoroacetamido)furan-2-carboxamide